O1C(=NC2=C1C=CC=C2)C=2N=C(N(C(C2O)=O)C)N2[C@H](C1=CC=C(C=C1CC2)C(=O)N(C)C)C2=CC=CC=C2 (1S)-2-[4-(1,3-benzoxazol-2-yl)-5-hydroxy-1-methyl-6-oxopyrimidin-2-yl]-N,N-dimethyl-1-phenyl-3,4-dihydro-1H-isoquinoline-6-carboxamide